B(OC1=C(C(=C(C(=C1CCl)F)F)F)F)([O-])[O-].[Li+].[Li+] lithium chloromethyltetrafluorophenyl borate